FC1=C(C=C(C=C1)O)C(=O)N1CC2(C1)CC(C2)N2N=C(C(=C2)C(F)(F)F)C2=NC=CC=C2 (2-fluoro-5-hydroxyphenyl){6-[3-(2-pyridyl)-4-(trifluoromethyl)-1-pyrazolyl]-2-aza-2-spiro[3.3]heptyl}methanone